5-methyl-2-(tetramethyl-1,3,2-dioxaborolan-2-yl)phenol CC=1C=CC(=C(C1)O)B1OC(C(O1)(C)C)(C)C